2-{3-[3-(ethylamino)pyrrolidin-1-yl]-1,2,4-triazin-6-yl}-5-(1H-pyrazol-4-yl)phenol C(C)NC1CN(CC1)C=1N=NC(=CN1)C1=C(C=C(C=C1)C=1C=NNC1)O